CC1=C(C(=O)C2=C([C@]3([C@@H]4[C@@H](N4)CN3C2=C1[O-])OC)COC(=O)N)O The molecule is an organic anion obtained by removal of the acidic proton from position 8 of 7-demethylmitomycin A. It is a conjugate base of a 7-demethylmitomycin A. It is a conjugate acid of a 7-demethylmitomycin A(2-).